tert-butyldiphenyl((4-(2-((tetrahydro-2H-pyran-2-yl)oxy)ethyl)bicyclo[2.2.1]heptan-1-yl)methoxy)silane C(C)(C)(C)[Si](OCC12CCC(CC1)(C2)CCOC2OCCCC2)(C2=CC=CC=C2)C2=CC=CC=C2